6,6'-((1,4,8,11-Tetraazabicyclo[6.6.2]hexadecane-4,11-diyl)bis(methylene))dipicolinic acid N12CCN(CCCN(CCN(CCC1)CC1=CC=CC(=N1)C(=O)O)CC2)CC2=CC=CC(=N2)C(=O)O